2-(1,3-benzothiazol-2-ylamino)-4-(methylthio)butanoic acid S1C(=NC2=C1C=CC=C2)NC(C(=O)O)CCSC